ClC1=C(C=CC=C1)NC(=O)NC(C1=C(C=C(C=C1)C(C)(F)F)F)=O N-((2-chlorophenyl)carbamoyl)-4-(1,1-difluoroethyl)-2-fluorobenzamide